NC([C@H](CCC(=O)OC(C)(C)C)N1C(C2=CC=C(C=C2C1)O[C@@H]1CN(CC1)CC=1C=C2C=CC(=NC2=C(C1)F)N1CCOCC1)=O)=O tert-butyl (S)-5-amino-4-(5-(((S)-1-((8-fluoro-2-morpholinoquinolin-6-yl)methyl)pyrrolidin-3-yl)oxy)-1-oxoisoindolin-2-yl)-5-oxopentanoate